C(#N)CCOC(=O)C1=C(NC2=C(C=NC(=C2C1C1=C(C=C(C=C1)C#N)OC)OCC)C)C 4-(4-cyano-2-methoxyphenyl)-5-ethoxy-2,8-dimethyl-1,4-dihydro-1,6-naphthyridine-3-carboxylic acid 2-cyanoethyl ester